The molecule is an inositol phosphomannosylinositol phosphoceramide compound having an inositol 1-phosphoryl group linked to the mannose residue (at the 6-position) and a tetracosanoyl group amide-linked to a C20 phytosphingosine base, with no hydroxylation of the C24 very-long-chain fatty acid. It derives from a Man-1-2-Ins-1-P-Cer(t20:0/24:0). CCCCCCCCCCCCCCCCCCCCCCCC(=O)N[C@@H](COP(=O)(O)O[C@@H]1[C@@H]([C@@H]([C@H]([C@@H]([C@H]1OC2[C@H]([C@H]([C@@H]([C@H](O2)COP(=O)(O)OC3[C@@H]([C@H](C([C@H]([C@H]3O)O)O)O)O)O)O)O)O)O)O)O)[C@@H](C(CCCCCCCCCCCCCCCC)O)O